ClC1=C(C=C(OCC(=O)NN2CCC(CC2)C(=O)NC2=NC3=CC=C(C=C3C=C2)Cl)C=C1)F 1-(2-(4-chloro-3-fluorophenoxy)acetamido)-N-(6-chloroquinolin-2-yl)piperidine-4-carboxamide